(R)-1-(5-(6-chloro-7-fluoro-5-methoxy-1-methyl-3-(1H-pyrazol-4-yl)-1H-indol-2-yl)-1H-1,2,4-triazol-3-yl)-N,N-dimethylethan-1-amine ClC1=C(C=C2C(=C(N(C2=C1F)C)C1=NC(=NN1)[C@@H](C)N(C)C)C=1C=NNC1)OC